NC=1SC2=C(N1)C=CC(=C2)C=2C=C(C(=NC2)OC)C(=O)N2CC(CCC2)CC2=CC=C(C=C2)F (5-(2-aminobenzo[d]thiazol-6-yl)-2-methoxypyridin-3-yl)(3-(4-fluorobenzyl)piperidin-1-yl)methanone